Phenyl-(S)-3-(4-bromophenyl)-piperidine-1-carboxylate C1(=CC=CC=C1)OC(=O)N1C[C@@H](CCC1)C1=CC=C(C=C1)Br